CN(C(OCCCC)=O)[C@H]1CNCC1 butyl (R)-methyl(pyrrolidin-3-yl)carbamate